2-methyl-1-(6-(((1R,2S)-2-((E)-1-phenylbut-1-en-2-yl)cyclopropyl)amino)-2-azaspiro[3.3]heptan-2-yl)propan-2-ol bis(2,2,2-trifluoroacetate) FC(C(=O)O)(F)F.FC(C(=O)O)(F)F.CC(CN1CC2(C1)CC(C2)N[C@H]2[C@@H](C2)/C(=C/C2=CC=CC=C2)/CC)(C)O